(S)-tert-butyl (1-(5-chloro-3-methyl-7-morpholino-3H-imidazo[4,5-b]pyridin-2-yl)-2-methylpropyl)carbamate ClC1=CC(=C2C(=N1)N(C(=N2)[C@H](C(C)C)NC(OC(C)(C)C)=O)C)N2CCOCC2